2,2-bis(4,4-di(t-butylperoxy)cyclohexyl)propane Aluminium [Al].C(C)(C)(C)OOC1(CCC(CC1)C(C)(C)C1CCC(CC1)(OOC(C)(C)C)OOC(C)(C)C)OOC(C)(C)C